N-sec-butyl-2-[[5-[5-(trifluoromethyl)-1,2,4-oxadiazol-3-yl]-2-thienyl]methyl]pyrazole-3-carboxamide C(C)(CC)NC(=O)C=1N(N=CC1)CC=1SC(=CC1)C1=NOC(=N1)C(F)(F)F